3-Chloro-7,8,9,10-tetrahydropyrido[3',4':3,4]pyrazolo[1,5-a]pyrimidine ClC=1C=NC=2N(C1)N=C1C2CCNC1